CN1C2=CC=CC=C2C(C12C=NC1=C(O2)C=CC2=CC=C(C=C21)O)(C)C 1,3,3-Trimethyl-9'-hydroxyspiro[indolin-2,3'-[3H]-naphtho[2,1-b][1,4]oxazin]